ClC1=CC(=C(OC2=NC=C(C=N2)CN2C(OC[C@@H]2C)=O)C=C1)F (4S)-3-{[2-(4-chloro-2-fluorophenoxy)pyrimidine-5-yl]methyl}-4-methyl-1,3-oxazolidine-2-one